C(C)(C)C1=NC=CC=C1O 2-isopropylpyridine-3-ol